ClC1=C(C=C(CC2=NC3=CC=CC=C3C(=C2N)N)C=C1)CN1CCCC1 (4-chloro-3-(pyrrolidin-1-ylmethyl)benzyl)quinoline-3,4-diamine